6-O-(3-cyclopentylpropionyl)-N-butyrylaminoglucose C1(CCCC1)CCC(=O)OC[C@H]([C@H]([C@@H]([C@H](C(=O)NC(CCC)=O)O)O)O)O